(3S)-3-(hydroxymethyl)indolizine-7-carbonitrile OCC1=CC=C2C=C(C=CN12)C#N